CC1=CC=C(C=C1)S(=O)(=O)O.NC/C(/COC1=CC2=C(C(N(O2)CCCC)=O)C=C1)=C\F (E)-6-((2-(amino-methyl)-3-fluoro-allyl)oxy)-2-butyl-benzo[d]isoxazol-3(2H)-one 4-methylbenzene-sulfonate